ClC=1C(=C(C=CC1)NC(=S)C1=C(CC(NC1=O)(C)C)NCC1=C(C=NC=C1)OCCN(C(OC(C)(C)C)=O)C)OC tert-butyl [2-({4-[({5-[(3-chloro-2-methoxyphenyl)carbamothioyl]-2,2-dimethyl-6-oxo-1,2,3,6-tetrahydropyridin-4-yl}amino)methyl]pyridin-3-yl}oxy)ethyl]methylcarbamate